2-((2-chloro-5-iodopyrimidin-4-yl)amino)-N-methylbenzamide ClC1=NC=C(C(=N1)NC1=C(C(=O)NC)C=CC=C1)I